ClC=1C=CC(=C(C(=O)O)C1)C=O 5-CHLORO-2-FORMYL-BENZOIC ACID